tert-butyl 3-[7-[8-ethyl-7-fluoro-3-(methoxymethoxy)-1-naphthyl]-8-fluoro-2-(2-oxoethoxy)pyrido[4,3-d]pyrimidin-4-yl]-3,8-diazabicyclo[3.2.1]octane-8-carboxylate C(C)C=1C(=CC=C2C=C(C=C(C12)C1=C(C=2N=C(N=C(C2C=N1)N1CC2CCC(C1)N2C(=O)OC(C)(C)C)OCC=O)F)OCOC)F